1,5-dimethyl-2-phenyl-4-amino-3-pyrazolone CN1N(C(=O)C(=C1C)N)C1=CC=CC=C1